N-[2-(2-chlorophenyl)-3-(4-chlorophenyl)-5,6,7,8-tetrahydrooxepino[3,2-c]pyrazol-8-yl]-1H-imidazole-2-carboxamide ClC1=C(C=CC=C1)N1N=C2C(=C1C1=CC=C(C=C1)Cl)OCCCC2NC(=O)C=2NC=CN2